FC(C(=O)O)(F)F.FC(C(=O)O)(F)F.CN1N=C(C2=CC(=CC=C12)C=1N=C(N2C1CN(CC2)C(=O)OC)C2COCC2)C=2C=NN(C2)C Methyl 1-(1-methyl-3-(1-methyl-1H-pyrazol-4-yl)-1H-indazol-5-yl)-3-(tetrahydrofuran-3-yl)-5,6-dihydroimidazo[1,5-a]pyrazine-7(8H)-carboxylate bis(2,2,2-trifluoroacetate)